C(C)(C)(C)OC(=O)N1CCC(CC1)OC1CC(C1)N1CCC(CC1)C=1C(=C(C(C(=O)O)=CC1)C(=O)O)C 4-[1-[3-[(1-tert-butoxycarbonyl-4-piperidinyl)oxy]cyclobutyl]-4-piperidinyl]-3-methyl-phthalic acid